potassium selenocinate [Se]1C(C=CC=CC=C1)C(=O)[O-].[K+]